tert-butyl (S)-(1-(5-aminopyridin-3-yl)-2-methoxyethyl)(methyl)carbamate NC=1C=C(C=NC1)[C@@H](COC)N(C(OC(C)(C)C)=O)C